CNC(OCC1CCN(CC1)CC1=CC(=NC(=C1)OC=1C=NC(=NC1)N1CCNCC1)C1=CC(=CC(=C1)Cl)Cl)=O (1-((2-(3,5-dichlorophenyl)-6-((2-(piperazin-1-yl)pyrimidin-5-yl)oxy)pyridin-4-yl)methyl)piperidin-4-yl)methyl methylcarbamate